1-(5-bromopent-2-enoyl)-3-methyl-1,2,3,6-tetrahydropyridin BrCCC=CC(=O)N1CC(C=CC1)C